3-methyl-3-[5-[2-[4-(pentafluoro-λ6-sulfanyl)anilino]-3-pyridyl]tetrazol-2-yl]pyrrolidin-2-one CC1(C(NCC1)=O)N1N=C(N=N1)C=1C(=NC=CC1)NC1=CC=C(C=C1)S(F)(F)(F)(F)F